C1(=CC=C(C=C1)NC1=CC=2C3(C4=CC=CC=C4C2C=C1Br)C1=CC=CC=C1C=1C=CC=CC13)C1=CC=CC=C1 N-([1,1'-biphenyl]-4-yl)-3-bromo-9,9'-spirobi[fluorene]-2-amine